5-(3-(3-(4-(4-amino-5-methoxy-2-(1-methyl-1H-pyrazol-4-yl)phenyl)piperazin-1-yl)azetidine-1-carbonyl)azetidine-1-yl)-2-(2,6-dioxopiperidin-3-yl)isoindoline-1,3-dione NC1=CC(=C(C=C1OC)N1CCN(CC1)C1CN(C1)C(=O)C1CN(C1)C=1C=C2C(N(C(C2=CC1)=O)C1C(NC(CC1)=O)=O)=O)C=1C=NN(C1)C